BrC=1C=C(C=CC1)C1(CC(C1)=C)C(=O)O 1-(3-bromophenyl)-3-methylenecyclobutanecarboxylic acid